(8-methoxy-2-(6-methoxypyridin-3-yl)-2,3-dihydrobenzo[b][1,4]dioxin-6-yl)methanol COC1=CC(=CC2=C1OC(CO2)C=2C=NC(=CC2)OC)CO